(5-(3,4-Difluorophenyl)pyridin-3-yl)(2,3-dihydro-4H-benzo[b][1,4]oxazin-4-yl)-methanone FC=1C=C(C=CC1F)C=1C=C(C=NC1)C(=O)N1C2=C(OCC1)C=CC=C2